5-[7-[[6-[(2R,6R)-2,6-dimethylmorpholin-4-yl]pyridazin-3-yl]amino]-3-methylimidazo[4,5-b]pyridin-5-yl]oxy-4-methylpyridin-2-carbonitrile C[C@@H]1CN(C[C@H](O1)C)C1=CC=C(N=N1)NC1=C2C(=NC(=C1)OC=1C(=CC(=NC1)C#N)C)N(C=N2)C